Cl.FC=1SC=C2C1CC(CC2)NC 3-fluoro-N-methyl-4,5,6,7-tetrahydro-2-benzothiophen-5-amine hydrochloride